4-(7-fluoroisoquinolin-3-yl)-1H-1,2,3-triazole-5-carboxylic acid 2,2,2-trifluoroacetate FC(C(=O)O)(F)F.FC1=CC=C2C=C(N=CC2=C1)C=1N=NNC1C(=O)O